fluoro-[1,1'-biphenyl]-2-amine FC1=C(C(=CC=C1)C1=CC=CC=C1)N